[Si](C1=CC=CC=C1)(C1=CC=CC=C1)(C(C)(C)C)OC1CN(C2C1N(N(C2)C(=O)OC(C)(C)C)C)C(=O)OC(C)(C)C (cis)-di-tert-butyl 6-((tert-butyldiphenylsilyl) oxy)-1-methylhexahydropyrrolo[3,2-c]pyrazole-2,4-dicarboxylate